5-(7-Methoxy-2-Methyl-2H-Indazol-5-yl)-2-[3-(4-Methylpiperazin-1-yl)-1,2,4-Triazin-6-yl]Pyridin-3-ol-Hydrochlorid Cl.COC1=CC(=CC2=CN(N=C12)C)C=1C=C(C(=NC1)C1=CN=C(N=N1)N1CCN(CC1)C)O